1-(3,4-dihydroxyphenyl)-2-(methylamino)ethan-1-one hydrogen chloride Cl.OC=1C=C(C=CC1O)C(CNC)=O